5,6-diphenyl-3-(4-(pyridin-3-yl)phenyl)pyrazine C1(=CC=CC=C1)C=1N=C(C=NC1C1=CC=CC=C1)C1=CC=C(C=C1)C=1C=NC=CC1